C1(CC1)C1=NNC(=C1)C(F)F 3-cyclopropyl-5-(difluoromethyl)-1H-pyrazol